BrC1=NN2C(C(NCC2)=O)=C1 2-bromo-5H,6H,7H-pyrazolo[1,5-a]pyrazin-4-one